The molecule is a member of the class of piperidines that is piperidine having a 2-(4-ethyl-5-oxo-4,5-dihydro-1H-tetrazol-1-yl)ethyl group at the 1-position as well as N-phenylpropanamido- and methoxymethyl groups at the 4-position. It has a role as an opioid analgesic, a mu-opioid receptor agonist, an intravenous anaesthetic, a central nervous system depressant and a peripheral nervous system drug. It is a member of piperidines and a monocarboxylic acid amide. CCC(=O)N(C1=CC=CC=C1)C2(CCN(CC2)CCN3C(=O)N(N=N3)CC)COC